CN1C(N(C=2N=CN(C2C1=O)CC1=CC=C(C#N)C=C1)C)=O 4-[(1,3-dimethyl-2,6-dioxo-2,3,6,7-tetrahydro-1H-purin-7-yl)methyl]benzonitrile